(4-chlorobenzoyl)-3-fluoro-5-(hydroxy(1-methyl-1H-pyrazol-4-yl)methyl)benzoic acid ClC1=CC=C(C(=O)C2=C(C(=O)O)C=C(C=C2F)C(C=2C=NN(C2)C)O)C=C1